3,6,9-trioxa-12-azanonadecan-18-yl-dioxopyrrolidin CCOCCOCCOCCNCCCCCC(C)N1C(C(CC1)=O)=O